(rac)-trans-3-((6-(5-(((Isopentyl(methyl)carbamoyl)oxy)methyl)-1-methyl-1H-pyrazol-4-yl)pyridin-3-yl)oxy)cyclohexan C(CC(C)C)N(C(=O)OCC1=C(C=NN1C)C1=CC=C(C=N1)OC1CCCCC1)C